COC1=CC=C(C=C1)[C@H]1[C@@H](C1)C1=CC=CC=C1 1-methoxy-4-((1R,2R)-2-phenylcyclopropyl)benzene